ethyl 5-(tert-butoxymethyl)-1-(2-(5,6,7,8-tetrahydro-1,8-naphthyridin-2-yl) ethyl)-1H-pyrazole-4-carboxylate C(C)(C)(C)OCC1=C(C=NN1CCC1=NC=2NCCCC2C=C1)C(=O)OCC